Cl.N1=CC(=CC=C1)C1=CC=C(C=C1)C(C)(C)N 2-(4-(pyridin-3-yl)phenyl)propan-2-amine hydrochloride